(E)-3-(4-hydroxy-3,5-dimethoxyphenyl)-1-(5-hydroxy-7-methoxy-2,2-dimethyl-2H-chromen-6-yl)prop-2-en-1-one OC1=C(C=C(C=C1OC)/C=C/C(=O)C=1C(=C2C=CC(OC2=CC1OC)(C)C)O)OC